2-(5-ethyl-2-methyl-7-oxo-[1,2,4]triazolo[1,5-a]pyrimidin-4(7H)-yl)-N-(4-(trifluoromethyl)phenyl)acetamide C(C)C=1N(C=2N(C(C1)=O)N=C(N2)C)CC(=O)NC2=CC=C(C=C2)C(F)(F)F